N=1C=C(N2N=CC=CC21)C#CC=2C=C(C(=O)NC1=CC(=C(C=C1)CNCCN1CCN(CC1)C1=NC=NC(=C1)OC)C(F)(F)F)C=CC2C 3-(2-[Imidazo[1,2-B]Pyridazin-3-yl]ethynyl)-N-[4-[([2-[4-(6-methoxypyrimidin-4-yl)piperazin-1-yl]ethyl]amino)methyl]-3-(Trifluoromethyl)Phenyl]-4-Methylbenzamide